hydroxy-[1,1':3',1''-terphenyl]-2'-carbaldehyde OC1=C(C=CC=C1)C1=C(C(=CC=C1)C1=CC=CC=C1)C=O